tert-butyl 3,6-dihydro-2H-pyridine-1-carboxylate N1(CCC=CC1)C(=O)OC(C)(C)C